BrC1=CC2=C(OCCN2C(=O)N2CCC(CC2)(F)F)C=C1 (6-bromo-2,3-dihydro-4H-benzo[b][1,4]oxazin-4-yl)(4,4-difluoropiperidin-1-yl)methanone